9-(2-Aminopropyl)-N8-(3-chloro-5-(trifluoromethyl)phenyl)-N2-cyclopentyl-9H-purine-2,8-diamine NC(CN1C2=NC(=NC=C2N=C1NC1=CC(=CC(=C1)C(F)(F)F)Cl)NC1CCCC1)C